N1(CCCCCC1)S(=O)(=O)C=1C=C(C=CC1)NC(CN1N=CC(=C(C1=O)Cl)Cl)=O N-(3-(azepan-1-ylsulfonyl)phenyl)-2-(4,5-dichloro-6-oxopyridazin-1(6H)-yl)acetamide